C(CCCCCCC\C=C/CCCCCCCC)NC(CCCCCCCCCCC(CCCCCC)O)=O N-oleyl-12-hydroxystearamide